ClC1=NN2C(N=CC(=C2[C@H](C)OC)NC2=CC=C(C=C2)[C@H](C(F)(F)F)N(C(=O)C2CCC(CC2)O)C)=N1 (1r,4S)-N-((S)-1-(4-((2-chloro-7-((S)-1-methoxyethyl)-[1,2,4]triazolo[1,5-a]pyrimidin-6-yl)amino)phenyl)-2,2,2-trifluoroethyl)-4-hydroxy-N-methylcyclohexane-1-carboxamide